1-(R)-tetrahydroisoquinolinecarboxylic acid [C@H]1(NCCC2=CC=CC=C12)C(=O)O